3-fluoro-4-Nitrobenzoyl chloride FC=1C=C(C(=O)Cl)C=CC1[N+](=O)[O-]